FC=1C=C(C=C(C1)F)[C@@H]1CC[C@H]2OC3(C(N21)=O)CCN(CC3)C(=O)C3=CN(C=C3)C (5'S,7a'R)-5'-(3,5-difluoro-phenyl)-1-(1-methyl-1H-pyrrole-3-carbonyl)tetra-hydro-3'H-spiro[piperidine-4,2'-pyrrolo[2,1-b]oxazol]-3'-one